(Z)-5-((4'-methoxy-[1,1'-biphenyl]-4-yl)methylene)-3-methyl-2-thioxothiazolidin-4-one COC1=CC=C(C=C1)C1=CC=C(C=C1)\C=C/1\C(N(C(S1)=S)C)=O